3,5-dinitrophenylhydrazine [N+](=O)([O-])C=1C=C(C=C(C1)[N+](=O)[O-])NN